(2S)-4,4-difluoro-2-[(1S)-1-hydroxyethyl]pyrrolidine-1-carboxylic acid tert-butyl ester C(C)(C)(C)OC(=O)N1[C@@H](CC(C1)(F)F)[C@H](C)O